3-fluoro-2-(6-(hydroxy(1-methylpiperidin-3-yl)methyl)pyridazin-3-yl)-5-methylphenol FC=1C(=C(C=C(C1)C)O)C=1N=NC(=CC1)C(C1CN(CCC1)C)O